C(CCCCCCCCCCCCCCCC)C(CCCC1=CC=C(C=C1)O)CC 4-(4-heptadecylhexyl)phenol